(5s,8s)-N-(2-chloro-4,6-difluorobenzyl)-5-fluoro-8-hydroxy-5,6,7,8-tetrahydroquinoline-5-carboxamide ClC1=C(CNC(=O)[C@]2(C=3C=CC=NC3[C@H](CC2)O)F)C(=CC(=C1)F)F